COCC(=O)N1CCNCC1 4-(2-methoxyacetyl)piperazin